FC1=C(C=C(C=C1)F)C1N(CCC1)C1=NC=2N(C=C1)N=CC2 5-(2-(2,5-difluorophenyl)pyrrolidine-1-yl)pyrazolo[1,5-A]pyrimidine